ClP(OCCC#N)N(C(C)C)C(C)C 3-((chloro(diisopropylamino)phosphaneyl)oxy)propanenitrile